C(C)(C)(C)OC(NC1(CCN(CC1)C1=NC(=CN=C1CN)C)C)=O N-{1-[3-(aminomethyl)-6-methylpyrazin-2-yl]-4-methylpiperidin-4-yl}carbamic acid tert-butyl ester